N-(1-hydroxy-1,3-dihydrobenzo[c][1,2]oxaborole-6-carbonyl)-N-(5-(1-hydroxy-1,3-dihydrobenzo[c][1,2]oxaborole-6-carboxamido)pentyl)glycine OB1OCC2=C1C=C(C=C2)C(=O)N(CC(=O)O)CCCCCNC(=O)C=2C=CC1=C(B(OC1)O)C2